chloromethyl (((1S,2S)-2-((di-tert-butoxyphosphoryl)oxy)cyclohexyl) methyl) carbonate C(OCCl)(OC[C@H]1[C@H](CCCC1)OP(=O)(OC(C)(C)C)OC(C)(C)C)=O